ethyl 3-(3-((2-(5-((4,6-difluoro-1H-indol-5-yl)oxy)-2-fluorophenyl)-1H-imidazol-5-yl)methyl)-2-fluorophenyl)propanoate FC1=C2C=CNC2=CC(=C1OC=1C=CC(=C(C1)C=1NC(=CN1)CC=1C(=C(C=CC1)CCC(=O)OCC)F)F)F